COC(=O)C1=C(C(=NN1C)C=1CCOCC1)N 4-amino-3-(3,6-dihydro-2H-pyran-4-yl)-1-methyl-1H-pyrazole-5-carboxylic acid methyl ester